N-palmitoleyl-behenamide C(CCCCCCC\C=C/CCCCCC)NC(CCCCCCCCCCCCCCCCCCCCC)=O